1,5-dicyclohexyl-octadiene C1(CCCCC1)C=CC=CC(CCC)C1CCCCC1